tert-butyl (R)-2-(5-(3-(3,4-dimethoxyphenyl)-1-hydroxypropyl)-2-fluorophenoxy)acetate COC=1C=C(C=CC1OC)CC[C@@H](O)C=1C=CC(=C(OCC(=O)OC(C)(C)C)C1)F